m-cyanobenzamide C(#N)C=1C=C(C(=O)N)C=CC1